OC1=C(CP(C2=CC=CC=C2)(C2=CC=CC=C2)=O)C=CC=C1 (2-hydroxybenzyl)diphenylphosphine oxide